CC=1N(C(=C2C(N(N=CC21)C2=CC=C(C(=O)N)C=C2)=O)C)C2=CC=CC=C2 4-(5,7-Dimethyl-1-oxo-6-phenyl-1H-pyrrolo[3,4-d]pyridazin-2(6H)-yl)benzamide